C(C1=CC=CC=C1)(=O)C1(C(C(=O)PCC2C=CC=CC2(C)C)C=CC(C1)(C)C(C1=CC=CC=C1)=O)C 2,4-dibenzoyl-2,4-dimethylbenzoyl-6,6-dimethylbenzylphosphine